1,1,5,5-Tetra(5-tert-butyl-4-hydroxy-2-methyl-phenyl)pentan C(C)(C)(C)C=1C(=CC(=C(C1)C(CCCC(C1=C(C=C(C(=C1)C(C)(C)C)O)C)C1=C(C=C(C(=C1)C(C)(C)C)O)C)C1=C(C=C(C(=C1)C(C)(C)C)O)C)C)O